1-cyclobutyl-N-((2-((4-(3-(pyrrolidin-1-yl)phenyl)-1H-1,2,3-triazol-1-yl)methyl)imidazo[1,2-a]pyridin-6-yl)methyl)methylamine C1(CCC1)CNCC=1C=CC=2N(C1)C=C(N2)CN2N=NC(=C2)C2=CC(=CC=C2)N2CCCC2